2-Methoxyethyl 2,6-dimethyl-4-(2-nitrophenyl)-5-((pyridin-4-ylmethyl) carbamoyl)-1,4-dihydropyridine-3-carboxylate CC=1NC(=C(C(C1C(=O)OCCOC)C1=C(C=CC=C1)[N+](=O)[O-])C(NCC1=CC=NC=C1)=O)C